(6S)-6-[(1S,2R)-1,2-dihydroxypentyl]-4-methoxy-5,6-dihydro-2H-pyran-2-one O[C@@H]([C@@H](CCC)O)[C@@H]1CC(=CC(O1)=O)OC